hexane-2-carboxylic acid CC(CCCC)C(=O)O